O.O.O.O.[Sn] tin tetrahydrate